C(C(C)(C)C)(=O)NC1=CC=C(C=C1)B(O)O (4-pivaloylaminophenyl)boronic acid